(2S,4S)-2-(tert-butoxycarbonylamino)-4-methylpentanediol C(C)(C)(C)OC(=O)N[C@H](C(O)O)CC(C)C